2-fluoro-5-(2,2,2-trifluoroethanesulfonyl)-5,10-dihydro-11H-dibenzo[b,e][1,4]diazepin-11-imine FC1=CC2=C(N(C3=C(NC2=N)C=CC=C3)S(=O)(=O)CC(F)(F)F)C=C1